(7-(5-(2-azaspiro[3.3]heptan-2-carbonyl)pyridin-3-yl)pyrazolo[1,5-a]pyridin-3-yl)(piperidin-1-yl)methanone C1N(CC12CCC2)C(=O)C=2C=C(C=NC2)C2=CC=CC=1N2N=CC1C(=O)N1CCCCC1